ClC=1N=C(NC1C=1C(=C(C=CC1F)S(=O)(=O)N)C)C1=NC=C(C=C1)F 3-(4-Chloro-2-(5-fluoropyridin-2-yl)-1H-imidazol-5-yl)-4-fluoro-2-methylbenzenesulfonamide